N-(3-chloro-5-methylbenzyl)-2-(2-methyl-1H-indol-3-yl)ethan-1-amine ClC=1C=C(CNCCC2=C(NC3=CC=CC=C23)C)C=C(C1)C